2-amino-3-(2-chloro-5-fluoro-4-nitrophenyl)-1-(4-methylpiperazin-1-yl)butan-1-one NC(C(=O)N1CCN(CC1)C)C(C)C1=C(C=C(C(=C1)F)[N+](=O)[O-])Cl